(3R)-3-(2-fluoro-4-hydroxyphenyl)hex-4-ynoic acid FC1=C(C=CC(=C1)O)[C@H](CC(=O)O)C#CC